methyl 6-(methylsulfanylmethyl)pyridine-3-carboxylate CSCC1=CC=C(C=N1)C(=O)OC